FC1=CC(=CC2=CC=3C[C@@](CCC3N=C12)(C(C)C)F)C(=O)N[C@H](CCN1CCC2(C[C@@H](CC2)O)CC1)C=1C=NC(=CC1)C1=CN=NC=C1 |r| rac-(7S)-4,7-difluoro-7-isopropyl-N-[rac-(1R)-1-(6-pyridazin-4-yl-3-pyridyl)-3-[rac-(3R)-3-hydroxy-8-azaspiro[4.5]decan-8-yl]propyl]-6,8-dihydro-5H-acridine-2-carboxamide